3-isopropoxy-N-(4-(2-((1-(2-methoxyethyl)-1H-pyrazol-4-yl)amino)pyrimidin-4-yl)-2-methylbenzyl)azetidine-1-carboxamide C(C)(C)OC1CN(C1)C(=O)NCC1=C(C=C(C=C1)C1=NC(=NC=C1)NC=1C=NN(C1)CCOC)C